[6-bromo-2-(3-chloro-5-fluorophenoxy)phenyl]fluoroacetonitrile BrC1=CC=CC(=C1C(C#N)F)OC1=CC(=CC(=C1)F)Cl